(S)-8-(5-chloro-3-fluoropyridin-2-yl)-N-methyl-6,9-dioxo-5-(1-(4-(trifluoromethyl)phenyl)ethyl)-2,5,8-triazaspiro[3.5]nonane-2-carboxamide ClC=1C=C(C(=NC1)N1CC(N(C2(CN(C2)C(=O)NC)C1=O)[C@@H](C)C1=CC=C(C=C1)C(F)(F)F)=O)F